2-oxo-2-(4-oxospiro[2.5]oct-5-yl)acetic acid methyl ester COC(C(C1C(C2(CC2)CCC1)=O)=O)=O